5-((chlorosulfonyl) oxy)-4,4-dimethylpentanoate ClS(=O)(=O)OCC(CCC(=O)[O-])(C)C